FC=1C=C2N(CCN(C2=CC1)C(C(C)N1CCCCC1)=O)C1=CC=C(C=C1)F 1-(6-fluoro-4-(4-fluorophenyl)-3,4-dihydroquinoxalin-1(2H)-yl)-2-(piperidin-1-yl)propan-1-one